(1s,4s)-1-Imino-4-(4-((4-((2-(methoxymethyl)phenyl)amino)-5-(trifluoromethyl)pyrimidin-2-yl)amino)-5-methyl-1H-pyrazol-1-yl)hexahydro-1λ6-thiopyran 1-oxide N=S1(CCC(CC1)N1N=CC(=C1C)NC1=NC=C(C(=N1)NC1=C(C=CC=C1)COC)C(F)(F)F)=O